C(C)N1N=C2N=C(C=NC2=C1)N[C@@H](C)C=1C=C(C=CC1)NC(C1=CC(=C(C=C1)F)C)=O (S)-N-(3-(1-((2-ethyl-2H-pyrazolo[3,4-b]pyrazin-6-yl)amino)ethyl)phenyl)-4-fluoro-3-methylbenzamide